Rac-N-(2,6-dimethylpyrimidin-4-yl)-5-[4-[(1,4-dimethylpyrrolidin-3-yl)oxymethyl]-2-methyl-pyrazol-3-yl]pyrazolo[1,5-a]pyridin-2-amine CC1=NC(=CC(=N1)NC1=NN2C(C=C(C=C2)C=2N(N=CC2COC2CN(CC2C)C)C)=C1)C